[2,6-difluoro-3-[5-[2-(1H-tetrazol-5-yl)pyrimidin-5-yl]-1H-pyrazolo[3,4-b]pyridine-3-carbonyl]phenyl]propane-1-sulfonamide hydrochloride Cl.FC1=C(C(=CC=C1C(=O)C1=NNC2=NC=C(C=C21)C=2C=NC(=NC2)C2=NN=NN2)F)C(CC)S(=O)(=O)N